COC(C(C1=C(N(C2=CC=C(C=C12)OC)C(C1=CC=C(C=C1)Cl)=O)C)N1C=CC2=C1N=CN=C2C=2C=NN(C2)C2(CN(C2)S(=O)(=O)CC)CC#N)=O (4-(1-(3-(Cyanomethyl)-1-(ethylsulfonyl)azetidin-3-yl)-1H-pyrazol-4-yl)-7H-pyrrolo[2,3-d]pyrimidin-7-yl)2-(1-(4-chlorobenzoyl)-5-methoxy-2-methyl-1H-indol-3-yl)acetic acid methyl ester